ethyl 3-amino-6-chloro-9-methyl-9H-pyrido[2,3-b]indole-2-carboxylate NC1=CC2=C(N(C3=CC=C(C=C23)Cl)C)N=C1C(=O)OCC